(5-isopropyl-1H-pyrazol-3-yl)[(1R,5S,6r)-6-(1-phenyl-1H-tetrazol-5-yl)-3-azabicyclo[3.1.0]hex-3-yl]methanone C(C)(C)C1=CC(=NN1)C(=O)N1C[C@H]2C([C@H]2C1)C1=NN=NN1C1=CC=CC=C1